2-fluoro-6-(1-methoxyethyl)aniline FC1=C(N)C(=CC=C1)C(C)OC